OCCN1N=C(C2=CC(=CC=C12)C(F)(F)F)C1CCN(CC1)C(=O)OC(C)(C)C tert-butyl 4-[1-(2-hydroxyethyl)-5-(trifluoromethyl)indazol-3-yl]piperidine-1-carboxylate